IC=1C=C(C=C(C1)I)C#C 3,5-diiodophenylacetylene